1-adamantyl ((2R,3S,5R)-5-(6-amino-2-fluoro-purin-9-yl)-3-ethoxycarbonyloxy-2-ethynyl-tetra-hydrofuran-2-yl)methyl carbonate C(OC12CC3CC(CC(C1)C3)C2)(OC[C@]2(O[C@H](C[C@@H]2OC(=O)OCC)N2C3=NC(=NC(=C3N=C2)N)F)C#C)=O